C(C)(=O)N1CCC(CC1)N1C2=NC(=NC=C2N(C1=O)C)NC=1C=C2C=CN=NC2=CC1C 9-(1-acetylpiperidin-4-yl)-7-methyl-2-((7-methylcinnolin-6-yl)amino)-7,9-dihydro-8H-purin-8-one